CC1(OB(OC1(C)C)C=1C=NN(C1)C1CN(CC1)C(=O)OC(C)(C)C)C tert-butyl 3-[4-(4,4,5,5-tetramethyl-1,3,2-dioxaborolane-2-yl)pyrazol-1-yl]pyrrolidine-1-carboxylate